methanol potassium iodide [I-].[K+].CO